(S)-2-((2-((S)-4-(difluoromethyl)-2-carbonyloxazolidin-3-yl)-5,6-dihydrobenzo[f]imidazo[1,2-d][1,4]oxazepin-9-yl)(methyl)amino)propanamide FC([C@H]1N(C(OC1)=C=O)C=1N=C2N(CCOC3=C2C=CC(=C3)N([C@H](C(=O)N)C)C)C1)F